trans-4-(4-methoxyphenyl)-3-methyl-5-{[(methylsulfonyl)oxy]methyl}piperidine-1-carboxylic acid 1-tert-butyl ester C(C)(C)(C)OC(=O)N1CC(C(C(C1)COS(=O)(=O)C)C1=CC=C(C=C1)OC)C